ClC1=CC(=C2C(=N1)C1(OCC2)COCC1)OCC1(COC1)CC#N 2-(3-(((2'-Chloro-4,5,5',6'-tetrahydro-2H-spiro[furan-3,8'-pyrano[3,4-b]pyridin]-4'-yl)oxy)methyl)oxetan-3-yl)acetonitrile